(4-((R)-2-Fluoro-3-(2H-tetrazol-2-yl)propoxy)phenyl)((R)-3-(4-fluorophenyl)pyrrolidin-1-yl)methanon F[C@@H](COC1=CC=C(C=C1)C(=O)N1C[C@H](CC1)C1=CC=C(C=C1)F)CN1N=CN=N1